C(C)(C)N1C(N(C=2N=NC=3C=CC(=CC3C21)C=2C=NC(=CC2)[C@@H](C)OCCN2CCCCC2)C)=O (R)-1-isopropyl-3-methyl-8-(6-(1-(2-(piperidin-1-yl)ethoxy)ethyl)pyridin-3-yl)-1H-imidazo[4,5-c]cinnolin-2(3H)-one